N-(6-(5-chloro-6-fluoro-7-(methylthio)-1H-indazol-4-yl)imidazo[1,2-b]pyridazin-2-yl)-2-fluorocyclopropane-1-carboxamide ClC=1C(=C2C=NNC2=C(C1F)SC)C=1C=CC=2N(N1)C=C(N2)NC(=O)C2C(C2)F